C(C)(=O)N1C(C(CC1)=P(C1=CC=CC=C1)(C1=CC=CC=C1)C1=CC=CC=C1)=O 1-acetyl-3-(triphenyl-lambda5-phosphanylidene)pyrrolidin-2-one